C(C)(C)C(C(C)C)(CCCCCCCCCCCCCCCCC)O 3-Isopropyl-2-methyl-icosan-3-ol